SC(C(=O)[O-])CC(=O)[O-] sulfanylbutanedioate